tert-Butyl 3-(dimethylamino)-1-oxa-7-azaspiro[4.4]nonane-7-carboxylate CN(C1COC2(C1)CN(CC2)C(=O)OC(C)(C)C)C